CC1NC(SC(=S)N1CCN2C(NC(SC2=S)C)C)C thiadiazin